NC1=NC=NN2C1=C(C=C2C=2C=C(C(=NC2)OC)C(=O)N[C@@H]2CN(C[C@@H]2F)C(=O)C2(CCC2)F)C(F)(F)F 5-[4-amino-5-(trifluoromethyl)pyrrolo[2,1-f][1,2,4]triazin-7-yl]-N-[(3R,4S)-4-fluoro-1-(1-fluorocyclobutanecarbonyl)pyrrolidin-3-yl]-2-methoxypyridine-3-carboxamide